methyl 2-(4-fluoro-3-hydroxy-isoxazol-5-yl)-3-methyl-butanoate FC=1C(=NOC1C(C(=O)OC)C(C)C)O